6-(4-(1H-1,2,4-triazol-5-yl)phenyl)-4-(2-(tetrahydro-2H-pyran-4-yl)ethyl)-3,4-dihydropyrazino[2,3-b]pyrazin-2(1H)-one N1N=CN=C1C1=CC=C(C=C1)C=1N=C2C(=NC1)NC(CN2CCC2CCOCC2)=O